FC1C(=CC=CC1(F)C[C@@H]1N(CC([C@@H]1NS(=O)(=O)CC)(F)F)C(=O)[C@H]1OCC1)C1=CC=CC=C1 N-[(2S,3R)-2-[(2,3-difluoro[1,1'-biphenyl]-3-yl)methyl]-4,4-difluoro-1-((2S)-oxetane-2-carbonyl)pyrrolidin-3-yl]ethanesulfonamide